3-(3,5-bis(trifluoromethyl)phenyl)-2,2-dichlorocyclopropane-1-carbonyl chloride FC(C=1C=C(C=C(C1)C(F)(F)F)C1C(C1C(=O)Cl)(Cl)Cl)(F)F